tert-butyl (2S,4S)-2-((3-isopropoxy-2-(methoxycarbonyl)-5-methylphenoxy)methyl)-4-((2-oxo-1,2,3,4-tetrahydroquinolin-7-yl)oxy)pyrrolidine-1-carboxylate C(C)(C)OC=1C(=C(OC[C@H]2N(C[C@H](C2)OC2=CC=C3CCC(NC3=C2)=O)C(=O)OC(C)(C)C)C=C(C1)C)C(=O)OC